ClC1=C(C=C(C=C1)NC(=O)NC1=CC(=CC=C1)OC1=CC=C(C=C1)C#N)C(F)(F)F 1-[4-chloro-3-(trifluoromethyl)phenyl]-3-[3-(4-cyanophenoxy)-phenyl]urea